CC1(C2=CC=CC=C2C2=C1C1=C(C=3N(C=4C=CC=CC4C3C=C1)C1=CC3=CC=CC=C3C=C1)S2)C 7,7-dimethyl-13-(naphthalen-2-yl)-7,13-dihydroindeno[2',1':4,5]thieno[2,3-a]carbazole